C(CC)C=1C=C(C=CC1C1(C(C(=CC2=CC=CC=C12)\N=N\[H])N)S(=O)(=O)O)C1=CC(=C(C=C1)C1(C(C(=CC2=CC=CC=C12)\N=N\[H])N)S(=O)(=O)O)CCC 1,1'-(3,3'-dipropyl[1,1'-biphenyl]-4,4'-diyl)bis{2-amino-3-[(E)-diazenyl]naphthalene-1-sulfonic acid}